Bis(butylcyclopentadienyl)zirconium C(CCC)C1(C=CC=C1)[Zr]C1(C=CC=C1)CCCC